4-chloro-5-(4,4-difluoropiperidin-1-yl)picolinoyl azide ClC1=CC(=NC=C1N1CCC(CC1)(F)F)C(=O)N=[N+]=[N-]